C(CCCCCCCCCCCCCCCCC)(=O)OC[C@H](CO)OC(CCCCCCCCCCCCCCCCC)=O (S)-3-hydroxypropane-1,2-diyl di-stearate